NC1=NC=CC(=C1Cl)SC=1C=2N(C(=NC1)N1CC3=C([C@H](CC1)N)C=CC=C3)C=CN2 (S)-2-(8-((2-amino-3-chloropyridin-4-yl)thio)imidazo[1,2-c]pyrimidin-5-yl)-2,3,4,5-tetrahydro-1H-benzo[c]azepin-5-amine